ClC1=NC=C(C(=N1)C1=CN=C(S1)C1CCN(CC1)C)Cl 5-(2,5-dichloropyrimidin-4-yl)-2-(1-methylpiperidin-4-yl)thiazole